2-Fluoro-6-methoxy-N-(8'-(2-oxoimidazolidin-1-yl)-4'H-spiro[cyclopropane-1,5'-naphtho[2,1-d]isoxazol]-3'-yl)benzenesulfonamide FC1=C(C(=CC=C1)OC)S(=O)(=O)NC1=NOC2=C1CC1(C3=CC=C(C=C32)N3C(NCC3)=O)CC1